(3R,5R)-tertbutyl 3-(2-chloro-6-(4,4,5,5-tetramethyl-1,3,2-dioxaborolan-2-yl)pyridin-4-yl)-5-methyl-4-(methylsulfonyl)piperazine-1-carboxylate ClC1=NC(=CC(=C1)[C@@H]1CN(C[C@H](N1S(=O)(=O)C)C)C(=O)OC(C)(C)C)B1OC(C(O1)(C)C)(C)C